OC1=C(C=C(C=O)C=C1)OC(F)(F)F 4-hydroxyl-3-trifluoromethoxybenzaldehyde